ClC1=C(C(=O)NC2(CC2)C#N)C=C(C=C1)C=1C=NN(C1)C=1N(C(=CC1Cl)C(C(F)(F)F)(C(F)(F)F)F)CF 2-chloro-5-[1-[3-chloro-1-(fluoromethyl)-5-[1,2,2,2-tetrafluoro-1-(trifluoromethyl)ethyl]pyrrol-2-yl]pyrazol-4-yl]-N-(1-cyanocyclopropyl)benzamide